BrC=1C=2C=CC(=CC3=CC=C(N3)C(=C3C=CC(C=C4C=CC1N4)=N3)Br)N2 10,20-bisbromoporphyrin